The molecule is a single-stranded DNA polynucleotide consisting of a repeating unit of brominated deoxyguanosine and deoxycytidine residues, with all residues connected by 3'->5' phosphodiester linkages. The sites of bromination are at C-8 of guanine and C-5 of cytosine, although not all these sites are brominated, with bromination at the guanine C-8 predominating. C1[C@@H]([C@H](O[C@H]1N2C=C(C(=NC2=O)N)Br)COP(=O)(O)O[C@H]3C[C@@H](O[C@@H]3COP(O)O)N4C5=C(C(=O)NC(=N5)N)N=C4Br)O